(S)-1-(3,4-dimethyl-2-(p-tolyl)-2H-pyrazolo[3,4-d]pyridazin-7-yl)-N-(3-(dimethylamino)propyl)pyrrolidine-3-carboxamide CC=1N(N=C2C(=NN=C(C21)C)N2C[C@H](CC2)C(=O)NCCCN(C)C)C2=CC=C(C=C2)C